CN(C)CC=1C(=NN(C1)C1=NC(=NC=C1)NC=1C(=CC(=C(C1)NC(C=C)=O)N1CCOCC1)OC([2H])([2H])[2H])C1=CC=CC=C1 N-(5-((4-(4-((dimethylamino)methyl)-3-phenyl-1H-pyrazol-1-yl)pyrimidin-2-yl)amino)-4-(methoxy-d3)-2-morpholinophenyl)acrylamide